CC1=C(C=C2C(=N1)NC=C2)C2=CC=C(N2)C(=O)N2C[C@H](CC2)C(=O)NC2=CC(=C(C(=C2)F)F)F (S)-1-(5-(6-methyl-1H-pyrrolo[2,3-b]pyridin-5-yl)-1H-pyrrole-2-carbonyl)-N-(3,4,5-trifluorophenyl)pyrrolidine-3-carboxamide